NC1=NN=C(S1)S L-5-amino-1,3,4-thiadiazole-2-thiol